BrCCC(=O)N1CCN(CC1)C(=O)OC(C)(C)C tert-butyl 4-(3-bromopropanoyl)piperazine-1-carboxylate